Ethyl [4-(4-{5-[3-fluoro-5-(trifluoromethyl)phenyl]-7-[{[1-(methoxymethyl)cyclobutyl]methyl}(methyl)amino]-1H-imidazo[4,5-b]pyridin-2-yl}phenyl)-4-hydroxypiperidin-1-yl]acetate FC=1C=C(C=C(C1)C(F)(F)F)C1=CC(=C2C(=N1)N=C(N2)C2=CC=C(C=C2)C2(CCN(CC2)CC(=O)OCC)O)N(C)CC2(CCC2)COC